((5-bromo-2',3',5',6'-tetrahydrospiro[inden-1,4'-pyran]-3-yl)oxy)(tert-butyl)dimethylsilane BrC=1C=C2C(=CC3(CCOCC3)C2=CC1)O[Si](C)(C)C(C)(C)C